C(C)(C)(C)OC(=O)N1C[C@@H](CC[C@H]1C)C(=O)O (3r,6r)-1-(tert-butoxycarbonyl)-6-methylpiperidine-3-carboxylic acid